ClC1=C(C=CC(=C1)F)N=C1C=CC2=C(CC(OC2=C1)=O)C 7-((2-chloro-4-fluorophenyl)imino)-4-methylcoumarin